2-(2-bromoethyl)pyridine, hydrobromide Br.BrCCC1=NC=CC=C1